1-[[4-[2-(2,6-difluorophenyl)ethynyl]phenyl]methyl]-3-methyl-azetidin-3-ol FC1=C(C(=CC=C1)F)C#CC1=CC=C(C=C1)CN1CC(C1)(O)C